triethylammonium tetra(p-trifluoromethylphenyl)borate FC(C1=CC=C(C=C1)[B-](C1=CC=C(C=C1)C(F)(F)F)(C1=CC=C(C=C1)C(F)(F)F)C1=CC=C(C=C1)C(F)(F)F)(F)F.C(C)[NH+](CC)CC